COC=1C=C2CCN(C(C2=CC1N)(C)C)C 6-methoxy-1,1,2-trimethyl-3,4-dihydroisoquinolin-7-amine